5-(3,3-difluoropyrrolidin-1-yl)-7-methylpyrazolo[1,5-a]Pyrimidine-3-carboxylic acid FC1(CN(CC1)C1=NC=2N(C(=C1)C)N=CC2C(=O)O)F